C1(CC1)C1=NC2=C(N1CN1C(CC(C1)CCC)=O)C=CC(=C2)F 1-[(2-cyclopropyl-5-fluoro-1H-benzimidazol-1-yl)methyl]-4-propylpyrrolidin-2-one